FC(OC1=C(C=C(C=C1)SC=1C=NN(C1)C)C1=NN(C=C1NC(=O)C=1C=NN2C1N=CC=C2)C)F N-[3-[2-(difluoromethoxy)-5-(1-methylpyrazol-4-yl)sulfanyl-phenyl]-1-methyl-pyrazol-4-yl]pyrazolo[1,5-a]pyrimidine-3-carboxamide